6-chlorobenzo[d]thiazole-2-carboxylic acid methyl ester COC(=O)C=1SC2=C(N1)C=CC(=C2)Cl